triethylene glycol monohexadecyl ether C(CCCCCCCCCCCCCCC)OCCOCCOCCO